C(C1=CC=CC=C1)OC=1C=C(C(=O)OC[C@]2([C@@H](N3C(C[C@H]3S2(=O)=O)=O)C(=O)OC(C2=CC=CC=C2)C2=CC=CC=C2)C)C=CC1OCC1=CC=CC=C1 (2S,3R,5R)-benzhydryl 3-(((3,4-bis(benzyloxy)benzoyl)oxy)methyl)-3-methyl-7-oxo-4-thia-1-azabicyclo[3.2.0]heptane-2-carboxylate 4,4-dioxide